Cl.CN([C@@H]1CNCCC1)C (3S)-N,N-dimethylpiperidin-3-amine hydrochloride